5-[(R)-1-Aminoethyl]isoxazol-3-ol N[C@H](C)C1=CC(=NO1)O